2-(2-cyclopropylethyl)aniline C1(CC1)CCC1=C(N)C=CC=C1